ClCC#CCCCC 1-chlorohept-2-yne